BrC1=C(C(=C(C=2OC3=C(C21)C(=C(C(=C3[2H])Cl)[2H])[2H])[2H])[2H])[2H] 1-bromo-7-chlorodibenzo[b,d]Furan-2,3,4,6,8,9-d6